(3S,7aS,11aS)-9-benzyl-3-[(1S)-1-methylpropyl]-2,3,6,7,7a,8,10,11-octahydrooxazolo[2,3-j][1,6]naphthyridin-5-one C(C1=CC=CC=C1)N1C[C@@H]2CCC(N3[C@@]2(CC1)OC[C@@H]3[C@H](CC)C)=O